3,5-Diheptyl-1,2,4-triazole C(CCCCCC)C1=NNC(=N1)CCCCCCC